NC1=NC=2C=CC=CC2C2=C1N=C(N2CC2=CC=C(CNC(OCCNC(C(=C)C)=O)=O)C=C2)C=2C=NSC2 2-methacrylamidoethyl 4-((4-amino-2-(isothiazol-4-yl)-1H-imidazo[4,5-c]quinolin-1-yl)methyl)benzylcarbamate